(2R,4R)-1-(3-chloro-2-fluorobenzyl)-4-((4-cyano-3-fluoro-6-((5-methyl-1H-pyrazol-3-yl)amino)-pyridin-2-yl)methyl)-2-ethyl-piperidine-4-carboxylic acid ClC=1C(=C(CN2[C@@H](C[C@@](CC2)(C(=O)O)CC2=NC(=CC(=C2F)C#N)NC2=NNC(=C2)C)CC)C=CC1)F